C(C1=CC=CC=C1)OCC=1N(C(N(N1)C=1C=C2C=CN=C(C2=C(C1)O[C@H](C(F)(F)F)C)OC1CCS(CC1)(=O)=O)=O)CC (S)-5-((Benzyloxy)methyl)-2-(1-((1,1-dioxidotetrahydro-2H-thiopyran-4-yl)oxy)-8-((1,1,1-trifluoropropan-2-yl)oxy)isoquinolin-6-yl)-4-ethyl-2,4-dihydro-3H-1,2,4-triazol-3-one